(R)-(5-(1-isopentylpiperidin-4-yl)-4-oxa-7-azaspiro[2.5]oct-7-yl)(phenyl)methanone C(CC(C)C)N1CCC(CC1)[C@H]1OC2(CC2)CN(C1)C(=O)C1=CC=CC=C1